N-(cyclohexylmethyl)propane-1,3-diamine C1(CCCCC1)CNCCCN